2-amino-3-oxo-3-((1-(m-tolyl)-1H-indazol-6-yl)amino)propanoic acid hydrochloride Cl.NC(C(=O)O)C(NC1=CC=C2C=NN(C2=C1)C=1C=C(C=CC1)C)=O